tert-butyl N-[3-[5-fluoro-7-(4,4,5,5-tetramethyl-1,3,2-dioxaborolan-2-yl)benzimidazol-1-yl]-2-methoxy-propyl]-N-methyl-carbamate FC1=CC2=C(N(C=N2)CC(CN(C(OC(C)(C)C)=O)C)OC)C(=C1)B1OC(C(O1)(C)C)(C)C